4-Methyl-ε-caprolactone CC1CCC(=O)OCC1